COCC1NC2=C(OC1)C=NC=N2 7-(methoxymethyl)-7,8-dihydro-6H-pyrimido[5,4-b][1,4]oxazine